5-((4-cyclobutyl-3-methylpiperazin-1-yl)methyl)pyrazolo[1,5-a]Pyridine C1(CCC1)N1C(CN(CC1)CC1=CC=2N(C=C1)N=CC2)C